BrC1=NNC2=C(N=C(C=C21)C(F)(F)F)C(C)O 1-[3-bromo-5-(trifluoromethyl)-1H-pyrazolo[3,4-c]pyridin-7-yl]ethan-1-ol